1,2,3,4,4a,5,6,7,8,8a-decahydronaphthalen-2-yl acetate C(C)(=O)OC1CC2CCCCC2CC1